N,N-diisobutyldithiocarbamic acid C(C(C)C)N(C(S)=S)CC(C)C